ethyl 3-(2,6-dichloropyridin-3-yl)-3-oxopropionate ClC1=NC(=CC=C1C(CC(=O)OCC)=O)Cl